(2R)-4-[6-[5-(5-chloro-2-fluoro-phenyl)-1H-imidazol-4-yl]-1,5-naphthyridin-3-yl]piperazine-2-carboxylic acid ClC=1C=CC(=C(C1)C1=C(N=CN1)C=1N=C2C=C(C=NC2=CC1)N1C[C@@H](NCC1)C(=O)O)F